(1s,4s)-4-(2-(2-oxaspiro[3.3]heptan-6-ylamino)-8-(2,6-dichloro-4-(trifluoromethyl)phenylamino)-9H-purin-9-yl)cyclohexanecarboxamide C1OCC12CC(C2)NC2=NC=C1N=C(N(C1=N2)C2CCC(CC2)C(=O)N)NC2=C(C=C(C=C2Cl)C(F)(F)F)Cl